2-bromo-1,3-bis(propan-2-yl)benzene BrC1=C(C=CC=C1C(C)C)C(C)C